N-(29-(9Z,12Z-octadecadienoyloxy)-nonacosanoyl)-eicosasphinganine C(C=CC=CCCCCCCCCCCCCC)(=O)OCCCCCCCCCCCCCCCCCCCCCCCCCCCCC(=O)N[C@@H](CO)[C@H](O)CCCCCCCCCCCCCCCCC